(3S,4R)-4-((7-(4-(tert-butyl)-2,6-difluorophenyl)-5-fluoropyrrolo[2,1-f][1,2,4]triazin-2-yl)amino)tetrahydro-2H-pyran-3-ol C(C)(C)(C)C1=CC(=C(C(=C1)F)C1=CC(=C2C=NC(=NN21)N[C@H]2[C@@H](COCC2)O)F)F